4-(2-methoxy-4-methylphenyl)-6-methylphthalazin-1(2H)-one COC1=C(C=CC(=C1)C)C1=NNC(C2=CC=C(C=C12)C)=O